4'-(bromomethyl)-[1,1'-biphenyl]-4-carbonitrile BrCC1=CC=C(C=C1)C1=CC=C(C=C1)C#N